(S)-N-(1-(5-(7-fluoro-2-methylquinolin-6-yl)-1H-imidazol-2-yl)-7-oxononyl)-8-methyl-1-oxa-2,8-diazaspiro[4.5]dec-2-ene-3-carboxamide FC1=C(C=C2C=CC(=NC2=C1)C)C1=CN=C(N1)[C@H](CCCCCC(CC)=O)NC(=O)C1=NOC2(C1)CCN(CC2)C